[Na].ClC1=CC=C(C=C1)O 4-chlorophenol, sodium salt